CC1=NC2=C(C=CC=C2C=C1)C(=O)[O-].CC1=NC2=C(C=CC=C2C=C1)C(=O)[O-].[Al+3] aluminum(III) bis(2-methyl-8-quinolinate)